C(C)(C)(C)N(C(O)=O)C1=CC2=C(C(=C(CCC2)C2=C(C=C(C=C2)Cl)Cl)C2=CC=C(C=C2)O[C@@H]2CN(CC2)CCCF)C=C1.N1=CC=CC2=CC(=CC=C12)NC(NC1=CC=C(C(=O)NN)C=C1)=O 4-[3-(quinoline-6-yl)ureido]benzoyl-hydrazine tert-butyl-(S)-(8-(2,4-dichlorophenyl)-9-(4-((1-(3-fluoropropyl)pyrrolidin-3-yl)oxy)phenyl)-6,7-dihydro-5H-benzo[7]annulen-3-yl)carbamate